BrC1=C(C#N)C=CC(=C1)N1N=C(C=2C(CC(CC12)(C)C)=O)C(F)(F)F 2-bromo-4-(6,6-dimethyl-4-oxo-3-(trifluoromethyl)-4,5,6,7-tetrahydro-1H-indazol-1-yl)benzonitrile